C(C1=CC=CC=C1)N(CCCNC(OC(C)(C)C)=O)CCCCOCCC#N tert-Butyl N-(3-[benzyl[4-(2-cyanoethoxy)butyl]amino]propyl)carbamate